BrC=1C=C(C=CC1)C[C@H](C(=O)OC(C)(C)C)[C@H]1CN(CC1)C(=O)OC(C)(C)C tert-butyl (3S)-3-[(2S)-3-(3-bromophenyl)-1-(tert-butoxy)-1-oxopropane-2-yl]pyrrolidine-1-carboxylate